trititanium aluminum [Al].[Ti].[Ti].[Ti]